(5-chlorothiophene-3-yl)methanol ClC1=CC(=CS1)CO